C(C)OC(=O)C1C(C(C(CC1=O)(C)O)C(=O)OCC)C1=CC(=CC=C1)Cl 2-(3-chlorophenyl)-4-hydroxy-4-methyl-6-oxocyclohexane-1,3-dicarboxylic acid diethyl ester